(4R)-3-[2-[[(1S)-1-(2,2-difluoro-1,3-benzodioxol-5-yl)ethyl]amino]-4-pyridinyl]-1-(oxetan-3-yl)-4,5,6,7-tetrahydroindazol-4-ol FC1(OC2=C(O1)C=CC(=C2)[C@H](C)NC2=NC=CC(=C2)C2=NN(C=1CCC[C@H](C21)O)C2COC2)F